2-[[4-(2,3-dichloro-6-methoxyphenyl)pyridin-2-yl]methyl]-1,2-thiazolidine-1,1-dione ClC1=C(C(=CC=C1Cl)OC)C1=CC(=NC=C1)CN1S(CCC1)(=O)=O